The molecule is an oxo dicarboxylic acid and a N-acyl-amino acid. It derives from a (S)-2-amino-6-oxopimelic acid. It is a conjugate acid of a (S)-2-acetamido-6-oxopimelate(2-). CC(=O)N[C@@H](CCCC(=O)C(=O)O)C(=O)O